5-(4-(8-oxa-3-azabicyclo[3.2.1]oct-3-yl)-6-(8-oxa-3-azabicyclo[3.2.1]oct-3-yl)-1,3,5-triazin-2-yl)-4-(difluoromethyl)pyridin-2-amine C12CN(CC(CC1)O2)C2=NC(=NC(=N2)N2CC1CCC(C2)O1)C=1C(=CC(=NC1)N)C(F)F